(Z)-4-(4-((5-cyclopropyl-3-(2,6-dichlorophenyl)isoxazol-4-yl)methoxy)piperidin-1-yl)-N'-hydroxythiophene-2-carboximidamide C1(CC1)C1=C(C(=NO1)C1=C(C=CC=C1Cl)Cl)COC1CCN(CC1)C=1C=C(SC1)/C(/N)=N/O